1-(2-chloro-4-((5-methoxy-2,3-dihydro-[1,4]dioxino[2,3-f]quinazolin-10-yl)amino)phenyl)-3-(4-(phenoxy)phenyl)urea ClC1=C(C=CC(=C1)NC1=NC=NC2=CC(=C3C(=C12)OCCO3)OC)NC(=O)NC3=CC=C(C=C3)OC3=CC=CC=C3